C(C)(C)(C)OC(=O)NCCCC1=C(C(=O)OC)C=CC(=C1)NC(C[C@H]1C=2N(C3=C(C(=N1)C1=CC=C(C=C1)Cl)C(=C(S3)C)C)C(=NN2)C)=O methyl (S)-2-(3-((tert-butoxycarbonyl)amino)propyl)-4-(2-(4-(4-chlorophenyl)-2,3,9-trimethyl-6H-thieno[3,2-f][1,2,4]triazolo[4,3-a][1,4]diazepin-6-yl)acetamido)benzoate